C1(CC1)NC[C@H]1CN(C[C@H]1F)C1=C(C=C2CC(=CNC2=C1)C(=O)O)F 7-[(3s,4s)-3-{(cyclopropylamino)methyl}-4-fluoropyrrolidin-1-yl]-6-fluoro-1,4-dihydroquinoline-3-carboxylic acid